4-methyl-5-oxo-2-(tetrahydro-2H-pyran-2-yl)-4,5-dihydro-2H-pyrazolo[4,3-b]pyridin-7-yl trifluoromethanesulfonate FC(S(=O)(=O)OC=1C=2C(N(C(C1)=O)C)=CN(N2)C2OCCCC2)(F)F